methyl 6-acetamido-2,3,4-tri-O-benzyl-α-D-galactopyranoside C(C)(=O)NC([C@@H]1[C@@H]([C@@H]([C@H]([C@@H](OC)O1)OCC1=CC=CC=C1)OCC1=CC=CC=C1)OCC1=CC=CC=C1)O